ClC=1C=CC(=C(C1)[C@H]1C[C@H](C1)NC(=O)C=1N=NN(C1)[C@H](C)C1=NC(=C(N=C1)N1C([C@@H]2C[C@@H]2C1)=O)C)C#N N-((cis)-3-(5-chloro-2-cyanophenyl)cyclobutyl)-1-((R)-1-(6-methyl-5-((1R,5S)-2-oxo-3-azabicyclo[3.1.0]hexan-3-yl)pyrazin-2-yl)ethyl)-1H-1,2,3-triazole-4-carboxamide